2-{3-[(2-{7,8-Dimethyl-[1,2,4]triazolo[1,5-a]pyridin-6-yl}-3-(propan-2-yl)-1H-indol-5-yl)methyl]azetidin-1-yl}-N,N-dimethylacetamid CC1=C(C=2N(C=C1C=1NC3=CC=C(C=C3C1C(C)C)CC1CN(C1)CC(=O)N(C)C)N=CN2)C